tert-butyl 2-[6-[[1-[5-acetyl-6-(3-cyano-5-methyl-pyrazol-1-yl)-2-pyridyl]benzimidazol-5-yl]amino]pyridazin-3-yl]pyrrolidine-1-carboxylate C(C)(=O)C=1C=CC(=NC1N1N=C(C=C1C)C#N)N1C=NC2=C1C=CC(=C2)NC2=CC=C(N=N2)C2N(CCC2)C(=O)OC(C)(C)C